[N+](=O)([O-])C1=C(C=CC=C1)C1=C(N=C(O1)C1=CC=C(C=C1)C(F)(F)F)C(=O)N1CCC(CC1)C1=CC=CC=C1 (5-(2-nitrophenyl)-2-(4-(trifluoromethyl)phenyl)Oxazol-4-yl)(4-phenylpiperidin-1-yl)methanone